4-chloro-2-(4,6-dimethoxynaphthalen-2-yl)aniline ClC1=CC(=C(N)C=C1)C1=CC2=CC=C(C=C2C(=C1)OC)OC